CC=1C=C(SC1C)C(=O)N[C@@H]1CN[C@H](CC1)C=1OC(=NN1)OCCOC(F)(F)F 4,5-dimethyl-N-[(3s,6r)-6-{5-[2-(trifluoromethoxy)ethoxy]-1,3,4-oxadiazol-2-yl}piperidin-3-yl]thiophene-2-carboxamide